N-(3-(1-methyl-1H-imidazol-5-yl)-1H-pyrazol-4-yl)pyrazolo[1,5-a]pyrimidine-3-carboxamide CN1C=NC=C1C1=NNC=C1NC(=O)C=1C=NN2C1N=CC=C2